C(=CCC)C1=CC=C(CBr)C=C1 4-butenyl-benzyl bromide